[N-](S(=O)(=O)C(F)(F)F)S(=O)(=O)C(F)(F)F.C(CCC)[N+]1(CCCCC1)C 1-butyl-1-methylpiperidinium bis((trifluoromethyl)sulfonyl)imide